3-(4-methoxybenzyl)-1-(5-(piperazin-1-ylmethyl)benzo[d]isoxazol-3-yl)dihydropyrimidine-2,4(1H,3H)-dione hydrochloride Cl.COC1=CC=C(CN2C(N(CCC2=O)C2=NOC3=C2C=C(C=C3)CN3CCNCC3)=O)C=C1